1-[(3-methoxy-2-pyridinyl)methyl]-6-[3-(trifluoromethyl)phenyl]-3H-imidazo[4,5-b]pyridin-2-one COC=1C(=NC=CC1)CN1C(NC2=NC=C(C=C21)C2=CC(=CC=C2)C(F)(F)F)=O